(R)-N4-(3-(3-Cyclopropylisoxazol-5-yl)-1-methyl-1H-pyrazol-5-yl)-2-methyl-N1-((S)-11-oxo-2,3,10,11-tetrahydro-1H,5H-benzo[d]pyrazolo[1,2-a][1,2]diazepin-10-yl)succinamide C1(CC1)C1=NOC(=C1)C1=NN(C(=C1)NC(C[C@H](C(=O)N[C@H]1C2=C(CN3N(C1=O)CCC3)C=CC=C2)C)=O)C